2-(2-methyl-5-((R or S)-1-(((S)-phenyl((R)-1,2,3,4-tetrahydro-1,5-naphthyridin-3-yl)methyl)amino)propan-2-yl)phenyl)acetic acid CC1=C(C=C(C=C1)[C@H](CN[C@@H]([C@H]1CNC2=CC=CN=C2C1)C1=CC=CC=C1)C)CC(=O)O |o1:7|